ClC1=CC=C(C=C1)C1=CC=2C3=C(C=NC2C=C1)N(C(N3C3=CC(=CC=C3)N3CCNCC3)=N)C 8-(4-Chlorophenyl)-3-methyl-1-(3-(piperazin-1-yl)phenyl)-1,3-dihydro-2H-imidazo[4,5-c]quinolin-2-imine